C(C)(=O)N1CCC(CC1)C1=CC2=C(N=CN=C2N[C@H](C)C2=CC(=CC(=C2)C2(CNC2)F)C(F)F)N(C1=O)C 6-(1-acetyl-4-piperidinyl)-4-[[(1R)-1-[3-(difluoromethyl)-5-(3-fluoroazetidin-3-yl)phenyl]ethyl]amino]-8-methyl-pyrido[2,3-d]pyrimidin-7-one